C(C)(C)OC(=O)C1C(CC(C(C1)C(=O)O)C(=O)O)C(=O)O 1,2,4,5-cyclohexanetetracarboxylic acid isopropyl ester